CC1(COC(OC1)C=CC1=CC=CC=C1)C 5,5-dimethyl-2-styryl-1,3-dioxane